5-(4-(((1S,3R,6R)-7,7-difluoro-1-methyl-2,5-dioxabicyclo[4.1.0]hept-3-yl)methoxy)phenyl)-2-oxo-6-(trifluoromethyl)-1,2-dihydropyridine-3-carboxamide FC1([C@@H]2OC[C@@H](O[C@]12C)COC1=CC=C(C=C1)C=1C=C(C(NC1C(F)(F)F)=O)C(=O)N)F